diformyl-butanediamine C(=O)C(C(N)(N)C=O)CC